C(C)(=O)C1=C(C=C(C=C1)F)C=1C(=NN(C(C1)=O)[C@H](C(=O)NC1=CC=C(C(=O)OC(C)(C)C)C=C1)CC1=CC=CC=C1)OC tert-butyl (S)-4-(2-(4-(2-acetyl-5-fluorophenyl)-3-methoxy-6-oxopyridazin-1(6H)-yl)3-phenylpropanamido)benzoate